FC=1C=CC(=C(C1)C1=C(N2N(C=3C=CC=CC3C23C(=NN(C3=O)C3=CC=CC=C3)C)C1=O)C)O 2'-(5-Fluoro-2-hydroxyphenyl)-1',3-dimethyl-1-phenyl-3'H-spiro[pyrazole-4,9'-pyrazolo[1,2-a]indazole]-3',5(1H)-dione